CC1=NN=C2N1C1=C(C=C(C=C1NC2(C)C)C)C 1,4,4,7,9-pentamethyl-5H-[1,2,4]triazolo[4,3-a]quinoxaline